(2R)-2-(5-chloro-2-oxo-2,3-dihydro-1H-indol-1-yl)propanamide ethyl-1-(4-(2-amino-2-oxoethyl)benzyl)-1H-pyrazole-4-carboxylate C(C)OC(=O)C=1C=NN(C1)CC1=CC=C(C=C1)CC(=O)N.ClC=1C=C2CC(N(C2=CC1)[C@@H](C(=O)N)C)=O